BrC=1C=C2C(=CN1)N(N=C2C)C2OCCCC2 5-bromo-3-methyl-1-(tetrahydro-2H-pyran-2-yl)-1H-pyrazolo[3,4-c]pyridine